(5-(benzyloxy)-2-methylpyridin-3-yl)carbamic acid tert-butyl ester C(C)(C)(C)OC(NC=1C(=NC=C(C1)OCC1=CC=CC=C1)C)=O